2-(4-fluorophenyl)ethan-1-amine HCl salt Cl.FC1=CC=C(C=C1)CCN